4-[[2-(5-chloro-2-hydroxy-phenyl)acetyl]amino]-N-(3-cyanooxetan-3-yl)pyridine-2-carboxamide ClC=1C=CC(=C(C1)CC(=O)NC1=CC(=NC=C1)C(=O)NC1(COC1)C#N)O